tert-Butyl 4-[(1-{[1-(4-{5-[(benzyloxy)carbonyl]-1-methyl-4-oxo-1,4-dihydropyridin-3-yl}phenyl)cyclopentyl]carbonyl}-D-prolyl)amino]-1H-indazole-1-carboxylate C(C1=CC=CC=C1)OC(=O)C=1C(C(=CN(C1)C)C1=CC=C(C=C1)C1(CCCC1)C(=O)N1[C@H](CCC1)C(=O)NC1=C2C=NN(C2=CC=C1)C(=O)OC(C)(C)C)=O